mercapto-1,2,3-triazole SC=1N=NNC1